FC1(CN(C[C@@H]1OC1=CC(=NC=C1)C1(CC1)C(F)(F)F)C1=CC(=NC(=N1)C)C=1C(NC(NC1)=O)=O)F (S)-6-(3,3-difluoro-4-((2-(1-(trifluoromethyl)cyclopropyl)pyridin-4-yl)oxy)pyrrolidin-1-yl)-2-methyl-[4,5'-bipyrimidine]-2',4'(1'H,3'H)-dione